BrC1=CC=CC=2C=3N(C(=NC12)[C@@](N)(C)C(=O)NCCC)N=C(N3)C3=C(C=C(C=C3)Cl)OC(F)F 2-{7-bromo-2-[4-chloro-2-(difluoromethoxy)phenyl][1,2,4]triazolo[1,5-c]quinazolin-5-yl}-N-propyl-D-alaninamide